ClC=1C(=NC(=NC1)NC1CCOCC1)C1=CC=C2CN(C(C2=C1)=O)[C@@H](C(=O)N[C@H](CO)C1=NC(=CC=C1)N1CCN(CC1)CC)C (2R)-2-(6-{5-chloro-2-[(oxan-4-yl)amino]pyrimidin-4-yl}-1-oxo-2,3-dihydro-1H-isoindol-2-yl)-N-[(1S)-1-[6-(4-ethylpiperazin-1-yl)pyridin-2-yl]-2-hydroxyethyl]propanamide